(2R)-1-(9H-fluoren-9-ylmethoxycarbonyl)pyrrolidin-2-carboxylic acid C1=CC=CC=2C3=CC=CC=C3C(C12)COC(=O)N1[C@H](CCC1)C(=O)O